ClC=1C=NC(=C(C(=O)NC2CCC(CC2)CN2C(C(C3=CC=CC=C23)(C2=CC(=CC=C2)SC)O)=O)C1)C(F)F 5-chloro-2-(difluoromethyl)-N-((1r,4r)-4-((3-hydroxy-3-(3-(methylthio)phenyl)-2-oxoindolin-1-yl)methyl)cyclohexyl)nicotinamide